CNC=1C2=C(N=CN1)N(C=C2)[C@H]2[C@@H]([C@@H]([C@H](C2)CCCCNCCC2=CC=CC=C2)O)O (1R,2S,3R,5S)-3-(4-(methylamino)-7H-pyrrolo[2,3-d]pyrimidin-7-yl)-5-(4-(phenethylamino)butyl)cyclopentane-1,2-diol